N-(1-methyl-3-(5-(oxetan-3-yloxy)pyridin-2-yl)-1H-pyrazol-4-yl)-6-(1H-pyrazol-4-yl)picolinamide CN1N=C(C(=C1)NC(C1=NC(=CC=C1)C=1C=NNC1)=O)C1=NC=C(C=C1)OC1COC1